C(C)(=O)OC[C@H](COC1=CC=C(C=C1)C(C)(C)C1=CC(=C(C(=C1)Cl)OC[C@@H](CCl)O)Cl)O (S)-3-(4-(2-(3,5-dichloro-4-((S)-3-chloro-2-hydroxypropoxy)phenyl)propan-2-yl)phenoxy)-2-hydroxypropyl acetate